CN(CC(=O)N1CCC(CC1)OC=1C=C2C(=C(NC2=CC1)C1=CC(=NC(=C1)C)C)C(C)C)C 2-(dimethylamino)-1-(4-((2-(2,6-dimethylpyridin-4-yl)-3-isopropyl-1H-indol-5-yl)oxy)piperidin-1-yl)ethanone